NC=1C(=C(C=CC1)C=1N=C(N2C1SC=C2)C2=CC=C(C(=O)O)C=C2)F 4-(7-(3-amino-2-fluorophenyl)imidazo[5,1-b]thiazol-5-yl)benzoic acid